COC(C1=CC=C(C=C1NS(=O)(=O)CC)Br)=O 4-bromo-6-(N-ethylsulfonylamino)benzoic acid methyl ester